(4-bromo-6-methyl-2-pyridinyl)acetamide BrC1=CC(=NC(=C1)C)CC(=O)N